C(=O)(OCC1C2=CC=CC=C2C2=CC=CC=C12)N1CC2(CC2)CC1 5-Fmoc-5-Azaspiro[2.4]heptane